N[C@@H]1CN(CC1)C(=O)C=1C(=CC(=NC1C)C#N)C1=C2C(=NC=C1)C=C(S2)CN2C(C1C(C1C2=O)(C)C)=O 5-((S)-3-aminopyrrolidine-1-carbonyl)-4-(2-((6,6-dimethyl-2,4-dioxo-3-azabicyclo[3.1.0]hexan-3-yl)methyl)thieno[3,2-b]pyridin-7-yl)-6-methylpicolinonitrile